C(C)(C)(C)C1=C(C=CC=C1)N1CCN(CC1)C(CC(=O)O)=O 3-[4-(2-tert-Butylphenyl)piperazin-1-yl]-3-oxopropanoic acid